N-monomethyl-morpholine CN1CCOCC1